(E)-N-(3-(3-(hydroxyamino)-3-oxoprop-1-en-1-yl)benzyl)-4-methoxyquinoline-2-carboxamide ONC(/C=C/C=1C=C(CNC(=O)C2=NC3=CC=CC=C3C(=C2)OC)C=CC1)=O